S(=O)(=O)(O)C1=C(C(O)=CC(=C1)S(=O)(=O)O)O 3,5-disulfopyrocatechol